2-bromo-7-oxo-5,7-dihydro-6H-pyrrolo[3,4-b]Pyridine-6-carboxylic acid tert-butyl ester C(C)(C)(C)OC(=O)N1C(C2=NC(=CC=C2C1)Br)=O